BrC=1C=CC2=C(NC(=N2)[C@H]2N(CCC3=C2N=CN3)CC=3SC=CN3)C1 (S)-2-((4-(6-bromo-1H-benzo[d]imidazol-2-yl)-6,7-dihydro-1H-imidazo[4,5-c]pyridin-5(4H)-yl)methyl)thiazole